3-(1-oxo-5-(1H-pyrrolo[3,2-c]pyridin-4-yl)isoindolin-2-yl)piperidine-2,6-dione O=C1N(CC2=CC(=CC=C12)C1=NC=CC2=C1C=CN2)C2C(NC(CC2)=O)=O